bismuth tungsten-scandium [Sc].[W].[Bi]